(R)-7-methoxy-2-methyl-6-morpholinyl-N-(1-(3-Nitro-5-(trifluoromethyl)phenyl)ethyl)pyrido[2,3-d]pyrimidin-4-amine COC=1C(=CC2=C(N=C(N=C2N[C@H](C)C2=CC(=CC(=C2)C(F)(F)F)[N+](=O)[O-])C)N1)N1CCOCC1